NC=1C(=NC=C(N1)N1CCC2([C@@H]([C@@H](OC2)C)N)CC1)SC1=CC(=NC=C1)N1CCN(CC1)CC1=C(C=CC=C1)N1C(NC(CC1)=O)=O 1-(2-((4-(4-((3-amino-5-((3S,4S)-4-amino-3-methyl-2-oxa-8-azaspiro[4.5]decan-8-yl)pyrazin-2-yl)thio)pyridin-2-yl)piperazin-1-yl)methyl)phenyl)dihydropyrimidine-2,4(1H,3H)-dione